N-(4'-((2-(2-oxabicyclo[2.1.1]hexan-1-yl)-6-methylpyrimidin-4-yl)amino)-5-((difluoromethoxy)methyl)-[2,3'-bipyridin]-6'-yl)acetamide C12(OCC(C1)C2)C2=NC(=CC(=N2)NC2=C(C=NC(=C2)NC(C)=O)C2=NC=C(C=C2)COC(F)F)C